C1(CC1)N1C=CC2=C(C=C(C=C12)F)N1C(C2=CC(=C(C=C2C(=C1)C(=O)N1CCCCC1)OC)OC)=O 2-(1-cyclopropyl-6-fluoro-1H-indol-4-yl)-6,7-dimethoxy-4-(piperidine-1-carbonyl)isoquinolin-1(2H)-one